[N].[N].[N].O water tri-nitrogen